trans-1,2-cyclohexanedimethanol [C@@H]1([C@@H](CCCC1)CO)CO